3-chloro-N-(2,4-dimethoxybenzyl)-2,6-difluoro-N-(6-fluoropyridin-2-yl)-4-(5-methylhexahydropyrrolo[3,4-c]pyrrol-2(1H)-yl)benzenesulfonamide trifluoroacetic acid salt FC(C(=O)O)(F)F.ClC=1C(=C(C(=CC1N1CC2CN(CC2C1)C)F)S(=O)(=O)N(C1=NC(=CC=C1)F)CC1=C(C=C(C=C1)OC)OC)F